tert-butyl 4-[3-[4-[4-amino-3-(4-phenoxyphenyl)pyrazolo[3,4-d]pyrimidin-1-yl]-1-piperidyl]azetidin-1-yl]piperidine-1-carboxylate NC1=C2C(=NC=N1)N(N=C2C2=CC=C(C=C2)OC2=CC=CC=C2)C2CCN(CC2)C2CN(C2)C2CCN(CC2)C(=O)OC(C)(C)C